N=S(=O)(C)C[C@@H]1CN(CC1)C1=NC=NC2=C(C=CC=C12)OC imino({[(3S)-1-(8-methoxyquinazolin-4-yl)pyrrolidin-3-yl]methyl})methyl-λ6-sulfanone